N-(3-aminophenyl)-2-chlorobenzenesulfonamide NC=1C=C(C=CC1)NS(=O)(=O)C1=C(C=CC=C1)Cl